(2R,3S,5R)-4-[[5-(1,1-Difluoroethyl)-3-(3,4-Difluoro-2-methoxy-phenyl)-5-methyl-tetrahydrofuran-2-carbonyl]amino]pyridin-2-carboxamid FC(C)(F)[C@]1(C[C@H]([C@@H](O1)C(=O)NC1=CC(=NC=C1)C(=O)N)C1=C(C(=C(C=C1)F)F)OC)C